BrC1=CC=C(C=C1)C(C)(C)C=1N=C(SC1)NC(=O)NCC1=CC(=C(C=C1)N1CCNCC1)OCCOC 1-(4-(2-(4-bromophenyl)propan-2-yl)thiazol-2-yl)-3-(3-(2-methoxyethoxy)-4-(piperazin-1-yl)benzyl)urea